FC(C)(F)C=1C=C(C(=O)N2CC3(C2)CC(C3)OC=3C=CC(=NC3C(=O)N[C@H]3CNCC3)C=3C(=NC=CC3)OCC)C=CC1 5-({2-[3-(1,1-difluoroethyl)benzoyl]-2-azaspiro[3.3]heptan-6-yl}oxy)-2'-ethoxy-N-[(3R)-pyrrolidin-3-yl]-[2,3'-bipyridine]-6-carboxamide